The molecule is a terminal acetylenic compound that is (17alpha)-17-ethynylestra-1(10),2,4-triene substituted by a methoxy group at position 3 and a hydroxy group at position 17. It has a role as a prodrug and a xenoestrogen. It is a 17beta-hydroxy steroid, a terminal acetylenic compound and an aromatic ether. It derives from a 17beta-estradiol. C[C@]12CC[C@H]3[C@H]([C@@H]1CC[C@]2(C#C)O)CCC4=C3C=CC(=C4)OC